methyl 2-chloro-5-fluoro-6-(2-methoxy-4,6-dimethyl-phenyl)pyridine-3-carboxylate ClC1=NC(=C(C=C1C(=O)OC)F)C1=C(C=C(C=C1C)C)OC